C(C1=CC=CC=C1)OP(OCC1=CC=CC=C1)N(CC)CC.OC1=C(C(=C(C(=C1C#N)F)C#N)F)C#N 4-hydroxy-2,6-difluoro-1,3,5-benzenetrinitrile dibenzyl-N,N-diethylphosphoramidite